FC1=C(C=CC=C1)N1N=NC(=C1)CN1C2(C3=CC=CC=C3C(C1)O)CCCCC2 2'-((1-(2-fluorophenyl)-1H-1,2,3-triazol-4-yl)methyl)-3',4'-dihydro-2'H-spiro[cyclohexane-1,1'-isoquinolin]-4'-ol